BrC=1C=CC(=[N+](C1)[O-])COC 5-bromo-2-(methoxymethyl)pyridine-1-oxide